7-chloro-1,2,3,4-tetrahydro-1-(2-methyl-4-nitrobenzoyl)-5H-1-benzoazepin-5-one ClC=1C=CC2=C(C(CCCN2C(C2=C(C=C(C=C2)[N+](=O)[O-])C)=O)=O)C1